Glucose Sodium Lactate C(C(O)C)(=O)[O-].[Na+].O=C[C@H](O)[C@@H](O)[C@H](O)[C@H](O)CO